4-fluoro-6-((triisopropyl-Silyl)ethynyl)isoindoline-1-one FC1=C2CNC(C2=CC(=C1)C#C[Si](C(C)C)(C(C)C)C(C)C)=O